2-[(5'S,7a'R)-5'-(3,5-difluorophenyl)-3'-oxotetrahydro-1H,3'H-spiro[piperidine-4,2'-pyrrolo[2,1-b][1,3]oxazol]-1-yl]pyridine-4-carbonitrile FC=1C=C(C=C(C1)F)[C@@H]1CC[C@H]2OC3(C(N21)=O)CCN(CC3)C3=NC=CC(=C3)C#N